3,3-difluoro-cyclobutanecarboxylic acid FC1(CC(C1)C(=O)O)F